[C@@H]1([C@@H](CCCC1)NC(C1=C(C=CC=C1)P(C1=CC=CC=C1)C1=CC=CC=C1)=O)NC(C1=C(C=CC=C1)P(C1=CC=CC=C1)C1=CC=CC=C1)=O N,N'-((1R,2R)-cyclohexane-1,2-diyl)bis(2-(diphenylphosphaneyl)benzamide)